(-)-trifluorolactic acid FC(C(C(=O)O)O)(F)F